N1=C(C=CC=C1)C#CC=1C=C(C(=O)NC=2C=C(C(=O)OC)C=CC2)C=CC1 METHYL 3-(3-(PYRIDIN-2-YLETHYNYL)BENZAMIDO)BENZOATE